tert-butyl [6'-(difluoromethyl)-3-formyl-4'-methoxy[2,3'-bipyridin]-4-yl]carbamate FC(C1=CC(=C(C=N1)C1=NC=CC(=C1C=O)NC(OC(C)(C)C)=O)OC)F